3-pentoxy-propyl propionate C(CC)(=O)OCCCOCCCCC